1,1-dimethyl-2-hydroxyethyl hydroperoxide CC(CO)(C)OO